COC(C1=C(N=C(C(=C1)Cl)C#N)SCC(=O)OC)=O 5-chloro-6-cyano-2-((2-methoxy-2-oxoethyl)thio)nicotinic acid methyl ester